ferrous (propyl-phosphinate) C(CC)P([O-])=O.[Fe+2].C(CC)P([O-])=O